C(C)N[C@H](C)C1=CC=CC=C1 (R)-N-ethyl-1-phenylethan-1-amine